(2R)-2-{[(9H-fluoren-9-ylmethoxy)carbonyl]amino}-6-oxo-6-(piperidin-1-yl)hexanoic acid C1=CC=CC=2C3=CC=CC=C3C(C12)COC(=O)N[C@@H](C(=O)O)CCCC(N1CCCCC1)=O